2'-bromo-1,1':3',1''-terphenyl BrC1=C(C=CC=C1C1=CC=CC=C1)C1=CC=CC=C1